OP(O)OP(O)O.C(CCCCCCCCCCCCCCCCCCCCC)C(O)C(CO)(CO)CO behenyl-pentaerythritol diphosphite